3-[5-fluoro-1-methyl-6-[1-(4-piperidylmethyl)-4-piperidyl]indazol-3-yl]piperidine-2,6-dione 2-(dimethylamino)ethyl-acrylate CN(CCOC(C=C)=O)C.FC=1C=C2C(=NN(C2=CC1C1CCN(CC1)CC1CCNCC1)C)C1C(NC(CC1)=O)=O